2,2',2''-Nitrilotriethylamine C(CN(CCN)CCN)N